FC1=C(C=C(C=C1)OC(F)(F)F)C=1C=C2C(=NN(C2=CC1)C(C1=CC=CC=C1)(C1=CC=CC=C1)C1=CC=CC=C1)NC(=O)[C@H]1CN(CCC1)C(=O)OC(C)(C)C tert-Butyl (3R)-3-({5-[2-fluoro-5-(trifluoromethoxy)phenyl]-1-trityl-1H-indazol-3-yl}carbamoyl)piperidine-1-carboxylate